2-bromo-5-(tert-butyl)benzo[b]thiophene BrC1=CC2=C(S1)C=CC(=C2)C(C)(C)C